N-((9-beta-D-ribofuranosylpurine-6-yl)N-methylcarbamoyl)threonine [C@@H]1([C@H](O)[C@H](O)[C@H](O1)CO)N1C2=NC=NC(=C2N=C1)N(C(=O)N[C@@H]([C@H](O)C)C(=O)O)C